C1(CC1)C#C[C@@]1(NC(NC2=CC(=C(C=C12)F)CN1C=NC(=CC1=O)CO)=O)C(F)(F)F (S)-4-(cyclopropylethynyl)-6-fluoro-7-((4-(hydroxymethyl)-6-oxopyrimidin-1(6H)-yl)methyl)-4-(trifluoromethyl)-3,4-dihydroquinazolin-2(1H)-one